Cl.NC(C(=O)NC1=NC=CC(=C1)CN1C(N[C@@H](C1)C)=O)=C(C1CC1)C1CC1 (S)-2-amino-3,3-dicyclopropyl-N-(4-(((R)-4-methyl-2-oxoimidazolidin-1-yl)methyl)pyridin-2-yl)propenamide HCl salt